3-(3-fluorophenyl)urea FC=1C=C(C=CC1)NC(N)=O